3-bromo-1-(2,6-dimethylbenzyl)-1H-pyrazole-5-carboxylic acid methyl ester COC(=O)C1=CC(=NN1CC1=C(C=CC=C1C)C)Br